tert-butyl-N-[4-amino-5-[2-[2-[[2-(dimethylamino)acetyl]amino]ethyldisulfanyl]ethylamino]-5-oxo-pentyl]carbamate C(C)(C)(C)OC(NCCCC(C(=O)NCCSSCCNC(CN(C)C)=O)N)=O